C(\C=C\C1=CC=C(C=C1)O)(=O)OCCCCCCCCCCCCCCCC n-hexadecyl coumarate